C(C=C)(=O)OCCCCCC(C)C 6-methylheptyl acrylate